ClC1=CC=C(C=C1)\C(=C(/CC)\C1=CC=CC=C1)\C1=CC=C(OCCN2CCN(CC2)CC2CCN(CC2)C(=O)[O-])C=C1 (E)-4-((4-(2-(4-(1-(4-chlorophenyl)-2-phenylbut-1-en-1-yl)phenoxy)ethyl)piperazin-1-yl)methyl)piperidine-1-carboxylate